FC1=C2C=CN(C2=CC(=C1OC1=CC2=C(CCCN3C2=NC(=N3)C(C)C=3C(=C(C=CC3)CCC(=O)OCC)F)C=C1)F)COCC[Si](C)(C)C ethyl 3-[3-[1-[10-[4,6-difluoro-1-(2-trimethylsilylethoxymethyl)indol-5-yl]oxy-6,7-dihydro-5H-[1,2,4]triazolo[5,1-a][2]benzazepin-2-yl]ethyl]-2-fluoro-phenyl]propanoate